methyl (6S,7aR)-2-methylene-6-((4-nitrobenzoyl)oxy)tetrahydro-1H-pyrrolizine-7a(5H)-carboxylate C=C1C[C@@]2(C[C@@H](CN2C1)OC(C1=CC=C(C=C1)[N+](=O)[O-])=O)C(=O)OC